CN1C(=NC=C1)[Sn](CCCC)(CCCC)CCCC 1-methyl-2-(tri-n-butylstannyl)imidazole